C(C1=CC=CC=C1)[N+](CC(=O)[O-])(C)CCO 2-(benzyl(2-hydroxy-ethyl)(methyl)ammonio)acetate